ClC=1N=NC(=CC1[C@@H]1[C@H](C1)C(F)F)C=1C(=NC(=NC1)OC)OC 3-Chloro-4-((1S,2S)-2-(difluoromethyl)cyclopropyl)-6-(2,4-dimethoxypyrimidin-5-yl)pyridazine